((4-((4-hydroxy-5,5-dimethyl-5,6,7,8-tetrahydronaphthalen-1-yl)methyl)-3,5-dimethylphenoxy)methyl)phosphoric acid OC1=CC=C(C=2CCCC(C12)(C)C)CC1=C(C=C(OCOP(O)(O)=O)C=C1C)C